CC=1C(=NC=C(C1)NC(C(=O)N1[C@@H](CC[C@H](C1)C)C1=CC(=C(C(=C1)F)F)F)=O)NC(OC(C)(C)C)=O tert-Butyl N-[3-methyl-5-[[2-[(2S,5R)-5-methyl-2-(3,4,5-trifluorophenyl)-1-piperidyl]-2-oxo-acetyl] amino]-2-pyridyl]carbamate